FC1(CC(CCC1)C(C=1OC2=C(N1)C=C(C=C2)C(COC)N2C(NC(C2)C(F)(F)F)=O)C2=C(C(=NO2)CC)C(=O)N)F ((3,3-difluorocyclohexyl)(5-(2-methoxy-1-(2-oxo-4-(trifluoromethyl)imidazolidin-1-yl)ethyl)benzo[d]oxazol-2-yl)methyl)-3-ethylisoxazole-4-carboxamide